CC=1NC(C2=CC=C(C=C2C1)C(=O)OC)=O methyl 3-methyl-1-oxo-1,2-dihydroisoquinoline-6-carboxylate